4-[2-(4-nitrophenyl)ethyl]morpholine [N+](=O)([O-])C1=CC=C(C=C1)CCN1CCOCC1